C(C1=CC=CC=C1)NC(=O)NC1CC2=C(N(N=C2CC1)C1=NC=CC=C1)O 1-benzyl-3-(3-hydroxy-2-(pyridin-2-yl)-4,5,6,7-tetrahydro-2H-indazol-5-yl)urea